BrC1=CC2=C(N(C(N2CC2CCNCC2)=O)CC2=NC=C(C=C2)C=2OC(=NN2)C(F)F)C=C1F 5-bromo-1-((5-(5-(difluoromethyl)-1,3,4-oxadiazole-2-yl)pyridine-2-yl)methyl)-6-fluoro-3-(piperidine-4-ylmethyl)-1,3-dihydro-2H-benzo[d]imidazole-2-one